(3S)-3-({1-cyclopentyl-5-[2-(trifluoromethyl)phenyl]-1H-pyrazol-3-yl}formamido)-5-(3,3-difluoropiperidin-1-yl)-N-(1,3-thiazol-2-yl)pentanamide C1(CCCC1)N1N=C(C=C1C1=C(C=CC=C1)C(F)(F)F)C(=O)N[C@H](CC(=O)NC=1SC=CN1)CCN1CC(CCC1)(F)F